(Z)-4-((4-((6-chloro-1H-indol-3-yl)methylene)-2,5-dioxoimidazol-1-yl)methyl)-2-fluorobenzonitrile ClC1=CC=C2C(=CNC2=C1)\C=C\1/NC(N(C1=O)CC1=CC(=C(C#N)C=C1)F)=O